COC=1C=C(C=C(C1)OC)CC(CC)=O 1-(3,5-dimethoxyphenyl)butan-2-one